C(#N)C1=CC=C(C=C1)[C@@H](C)O (R)-1-(4'-cyanophenyl)ethanol